C1(CCC1)N1N=CC=2N=C(N=C(C21)N[C@H](C)C=2C=NC1=CC=CC=C1C2)N2CCN(CC2)C(C)=O 1-{4-[1-cyclobutyl-7-((R)-1-quinolin-3-yl-ethylamino)-1H-pyrazolo[4,3-d]pyrimidin-5-yl]-piperazin-1-yl}-ethanone